C(CCCCCCCCCCCCCCCCC)N1C(=C(C(C2=C(C=C(C=C12)OC)OCC)=O)OCC)C1=CC(=C(C=C1)OCC)OC N-octadecyl-2-(3-methoxy-4-ethoxyphenyl)-7-methoxy-3,5-diethoxyquinolin-4-one